2'-chloro-N-(5-((2,3-dihydro-[1,4]dioxino[2,3-b]pyridin-6-yl)methoxy)-1,3,4-thiadiazol-2-yl)-5'-methoxy-6-methyl-[4,4'-bipyridine]-3-carboxamide ClC1=NC=C(C(=C1)C1=C(C=NC(=C1)C)C(=O)NC=1SC(=NN1)OCC1=CC=C2C(=N1)OCCO2)OC